N-[[1-[[2-hydroxyethyl-(methyl)amino]methyl]cyclopentyl]methyl]-5,6,7,8-tetrahydro-4H-cyclohepta[b]thiophene-2-carboxamide OCCN(C)CC1(CCCC1)CNC(=O)C1=CC2=C(S1)CCCCC2